FC(COC1=CC(=CC(=N1)N1C(C2=CC(=CC(=C2C1)C(F)(F)F)CN1C[C@H](CCC1)C)=O)C1(CC(C1)C)C1=NN=CN1C)F (S)-2-(6-(2,2-difluoroethoxy)-4-(3-methyl-1-(4-methyl-4H-1,2,4-triazol-3-yl)cyclobutyl)pyridin-2-yl)-6-((3-methylpiperidin-1-yl)methyl)-4-(trifluoromethyl)isoindol-1-one